C(CCCCCCC)C(C(=O)OCC(COC(C(CCCCCCCCCC)CCCCCCCC)=O)(COC(C(CCCCCCCCCC)CCCCCCCC)=O)COC(C(CCCCCCCCCC)CCCCCCCC)=O)CCCCCCCCCC pentaerythritol tetrakis(octyldodecanoate)